(1S,2S)-N-(6-(5-chloro-7-(cyclopropyl-(methoxy)methyl)-6-fluoro-1H-indazol-4-yl)imidazo[1,2-a]pyrazin-2-yl)-2-fluorocyclopropane-1-carboxamide ClC=1C(=C2C=NNC2=C(C1F)C(OC)C1CC1)C=1N=CC=2N(C1)C=C(N2)NC(=O)[C@H]2[C@H](C2)F